4-(6-(4-aminothiophene-2-yl)pyrazine-2-yl)-2-methoxy-N-methyl-N-(1-methylpiperidin-4-yl)benzenesulfonamide NC=1C=C(SC1)C1=CN=CC(=N1)C1=CC(=C(C=C1)S(=O)(=O)N(C1CCN(CC1)C)C)OC